CN(C(C=C)=O)CCOC1=NC=CN=C1NC1=CC=C(C=C1)C(F)(F)F N-Methyl-N-{2-[(3-{[4-(trifluoromethyl)phenyl]amino}pyrazin-2-yl)oxy]ethyl}prop-2-enamide